Fmoc-2,4-dimethoxybenzyl-glycine C(=O)(OCC1C2=CC=CC=C2C2=CC=CC=C12)N(CC(=O)O)CC1=C(C=C(C=C1)OC)OC